N4-(5-ethyl-1H-pyrazol-3-yl)-6-methoxy-N2-(2-methoxyethyl)-7-(3-(pyrrolidine-1-yl)propoxy)quinazoline-2,4-diamine C(C)C1=CC(=NN1)NC1=NC(=NC2=CC(=C(C=C12)OC)OCCCN1CCCC1)NCCOC